Cl.Cl.NC1=CC=C(C(=N1)C)CNC([C@H](C)NC(=O)[C@@H]1NC[C@H](C1)CC1=CC2=CC=C(C=C2C=C1)OC)=O (2R-4S)-N-((S)-1-(((6-Amino-2-methylpyridin-3-yl)methyl)amino)-1-oxopropan-2-yl)-4-((6-methoxynaphthalen-2-yl)methyl)pyrrolidine-2-carboxamide dihydrochloride